(6-methoxypyridin-2-yl)(4-{[2-(4-methylphenyl)imidazo[1,2-a]pyridin-3-yl]methyl}piperazin-1-yl)methanone COC1=CC=CC(=N1)C(=O)N1CCN(CC1)CC1=C(N=C2N1C=CC=C2)C2=CC=C(C=C2)C